C(C)(C)[O-] iso-propyl alcoholate